O1CCC(CC1)C(=O)N1C[C@H](CC1)NC=1C2=C(N=CN1)C=NC(=C2)C=2C=C(C(=NC2)OC)[N+](=O)[O-] (S)-4-(1-(tetrahydropyran-4-carbonyl)pyrrolidin-3-yl)amino-6-(2-methoxy-3-nitropyridin-5-yl)pyrido[3,4-d]pyrimidine